C12CN(CC2O1)C(C)=O 1-(6-oxa-3-azabicyclo[3.1.0]hexane-3-yl)ethan-1-one